[Li+].C(CC)C(C(=O)[O-])C(=O)[O-].[Li+] 2-propylmalonic acid lithium salt